[Fe].[In].[Pd] palladium-indium-iron